FC1(CCN(CC1)C1=CC(=NC2=CC=CN=C12)NC(C1=C(C=C(C=C1)NS(=O)(=O)CCO)N1CCC2(CC2)CC1)=O)F N-(4-(4,4-difluoropiperidin-1-yl)-1,5-naphthyridin-2-yl)-4-(2-hydroxyethylsulfonamido)-2-(6-azaspiro[2.5]octan-6-yl)benzamide